3-(4-(ethylsulfonyl)phenyl)oxetan-3-amine C(C)S(=O)(=O)C1=CC=C(C=C1)C1(COC1)N